1-(methyl-d3)-3-(((2s,3s)-2-methyloxetan-3-yl)oxy)-4-nitro-1H-pyrazole C(N1N=C(C(=C1)[N+](=O)[O-])O[C@@H]1[C@@H](OC1)C)([2H])([2H])[2H]